N-hydroxy-butanedioic acid amide ONC(CCC(=O)O)=O